FC=1C=C(C=C2C(=NNC12)CCN1CCCC1)OC 7-fluoro-5-methoxy-3-(2-(pyrrolidin-1-yl)ethyl)-1H-indazole